2-(2-methyl-5-nitro-phenyl)triazole CC1=C(C=C(C=C1)[N+](=O)[O-])N1N=CC=N1